2-(4-amino-4-phenylpiperidin-1-yl)-5-(4-chloro-2-cyclopropyl-2H-indazol-5-yl)-7H-pyrrolo[2,3-d]pyrimidine-4-carbonitrile NC1(CCN(CC1)C=1N=C(C2=C(N1)NC=C2C2=C(C1=CN(N=C1C=C2)C2CC2)Cl)C#N)C2=CC=CC=C2